ClC=1C=CC2=C(C(=CS2)C)C1 5-Chloro-3-methyl-1-benzothiophene